C(C)C(C(=O)NC=1C=NN(C1C1=CC(=NC=C1)[C@H](CC=C)NC(OC(C)(C)C)=O)C)C=C tert-butyl ((1S)-1-(4-(4-(2-ethylbut-3-enamido)-1-methyl-1H-pyrazol-5-yl)pyridin-2-yl)but-3-en-1-yl)carbamate